C[C@H]1O[C@H](CC(C1)=O)C (2R,6S)-2,6-dimethyldihydro-2H-pyran-4(3H)-one